(6Ar)-3-[1-(2-methoxyethoxy)ethyl]-6,6,9-trimethyl-6a,7,8,10a-tetrahydrobenzo[c]chromen-1-ol COCCOC(C)C=1C=C(C=2C3[C@H](C(OC2C1)(C)C)CCC(=C3)C)O